N-(6-((2-((2-methoxy-5-methyl-4-(4-((1S,4S)-5-methyl-2,5-diazabicyclo[2.2.1]heptan-2-yl)piperidin-1-yl)phenyl)amino)-5-methylpyrimidin-4-yl)amino)quinoxalin-5-yl)methanesulfonamide COC1=C(C=C(C(=C1)N1CCC(CC1)N1[C@@H]2CN([C@H](C1)C2)C)C)NC2=NC=C(C(=N2)NC=2C(=C1N=CC=NC1=CC2)NS(=O)(=O)C)C